C(C(C)C)N1N=C2C(=N1)C=CC=C2 2-isobutyl-benzotriazol